CC1(OCC(O1)CCCCCCBr)C (2,2-dimethyl-1,3-dioxolan-4-yl)methyl-5-bromopentane